N-{(2S)-2-Amino-4-[{(1R)-1-[1-benzyl-4-(2,5-difluorophenyl)-1H-pyrrol-2-yl]-2,2-dimethyl-propyl}(glycoloyl)amino]butanoyl}-3-{[N-(bromoacetyl)glycyl]amino}-D-alanine N[C@H](C(=O)N[C@H](CNC(CNC(CBr)=O)=O)C(=O)O)CCN(C(CO)=O)[C@H](C(C)(C)C)C=1N(C=C(C1)C1=C(C=CC(=C1)F)F)CC1=CC=CC=C1